C(C)(C)(C)OC(=O)N1CCC2(CC1)CCN(CC2)C2=C(C=C(C=C2)[N+](=O)[O-])Br 9-(2-bromo-4-nitrophenyl)-3,9-diazaspiro[5.5]undecane-3-carboxylic acid tert-butyl ester